FC1=C(C(=CC(=C1)C#CC1=CC=C(C=C1)C1CCC(CC1)CCC)C)N=C=S 1-fluoro-2-isothiocyanato-3-methyl-5-{2-[4-(4-propylcyclohexyl)phenyl]ethynyl}benzene